The molecule is an O-acyl carbohydrate that consists of beta-D-fructofuranosyl beta-D-glucopyranoside in which the hydroxy protons are replaced by acetyl and trans-cinnamoyl groups. Isolated from Phyllanthus niruri, it exhibits anti-HIV activity. It has a role as a metabolite and an anti-HIV agent. It is a cinnamate ester, an acetate ester, a disaccharide derivative and an O-acyl carbohydrate. It derives from a trans-cinnamic acid. CC(=O)OC[C@@H]1[C@H]([C@@H]([C@H]([C@@H](O1)O[C@]2([C@H]([C@@H]([C@H](O2)COC(=O)/C=C/C3=CC=CC=C3)O)OC(=O)/C=C/C4=CC=CC=C4)COC(=O)C)OC(=O)C)O)OC(=O)C